2-((8-[(3β)-cholest-5-en-3-yloxy]octyl)oxy)-N,N-dimethyl-3-[(9Z,12Z)-octadeca-9,12-dien-1-yloxy]propane-1-amine CC(C)CCC[C@@H](C)[C@H]1CC[C@H]2[C@@H]3CC=C4C[C@H](CC[C@]4(C)[C@H]3CC[C@]12C)OCCCCCCCCOC(CN(C)C)COCCCCCCCC\C=C/C\C=C/CCCCC